2-[4-(pyrrolidin-1-ylmethyl)phenyl]-2H-indazole-7-carboxamide N1(CCCC1)CC1=CC=C(C=C1)N1N=C2C(=CC=CC2=C1)C(=O)N